C(C)(C)(C)C1=CC=C(C=C1)O para-tert-butyl-phenol